ClC=1C=C2C(NC(N(C2=CC1CO)C(C1=CC=CC=C1)OC)=O)(C(F)(F)F)C#CC1CC1 6-chloro-4-(cyclopropylethynyl)-7-(hydroxymethyl)-1-(methoxybenzyl)-4-(trifluoromethyl)-3,4-dihydro-quinazolin-2(1H)-one